NC=1C=NC2=NC(=CC=C2C1NCC1=CC=C(C=N1)S(=O)(=O)N)OC 6-(((3-amino-7-methoxy-1,8-naphthyridin-4-yl)amino)methyl)pyridine-3-sulfonamide